(S)-tert-butyl(1-((3',4'-dichloro-[1,1'-biphenyl]-4-yl)amino)-1-oxopentan-2-yl)(methyl)carbamate C(C)(C)(C)OC(N(C)[C@H](C(=O)NC1=CC=C(C=C1)C1=CC(=C(C=C1)Cl)Cl)CCC)=O